NC1=C2C(=NC=N1)N(N=C2C2=CC=C(C=C2)OC2=CC=CC=C2)C2CCN(CC2)C(=O)N2CCN(CC2)CCCN2CCN(CC2)C=2C=C1CN(C(C1=CC2)=O)C2C(NC(CC2)=O)=O 3-(5-(4-(3-(4-(4-(4-amino-3-(4-phenoxyphenyl)-1H-pyrazolo[3,4-d]pyrimidin-1-yl)piperidine-1-carbonyl)piperazin-1-yl)propyl)piperazin-1-yl)-1-oxoisoindolin-2-yl)piperidine-2,6-dione